N-(1-(methyl-d3)-3-(((2r,3S)-2-methyloxetan-3-yl)oxy)-1H-pyrazol-4-yl)carboxamide C(N1N=C(C(=C1)NC=O)O[C@@H]1[C@H](OC1)C)([2H])([2H])[2H]